(2R,4R)-N-[4-(2,6-Difluorophenyl)-1,2-benzoxazol-3-yl]-3,3-difluoro-2-(hydroxymethyl)-4-[(methanesulfonyl)amino]pyrrolidine-1-carboxamide FC1=C(C(=CC=C1)F)C1=CC=CC2=C1C(=NO2)NC(=O)N2[C@@H](C([C@@H](C2)NS(=O)(=O)C)(F)F)CO